5-(5'-CHLORO-2'-FLUORO-[1,1'-BIPHENYL]-4-YL)-2-(ETHOXYMETHYL)-4-(3-HYDROXYISOXAZOLE-5-CARBOXAMIDO)-2-METHYLPENTANOIC ACID ClC=1C=CC(=C(C1)C1=CC=C(C=C1)CC(CC(C(=O)O)(C)COCC)NC(=O)C1=CC(=NO1)O)F